ClC1=CC=C(N=N1)C(=O)NC1CCC(CC1)OC1=CC(=C(C=C1)C#N)OC 6-chloro-N-[4-(4-cyano-3-methoxy-phenoxy)cyclohexyl]pyridazine-3-carboxamide